C(CCC)OC(CN1CCN(CCN(CCN(CC1)CC(=O)[O-])CC(=O)[O-])CC(=O)[O-])=O butyl-1,4,7,10-tetraazacyclododecane-1,4,7,10-tetraacetate